C(C)(C)(C)OC(=O)N1CCCC2=CC=NC(=C12)C(=O)O 1-(tert-butoxycarbonyl)-1,2,3,4-tetrahydro-1,7-naphthyridine-8-carboxylic acid